C1(=CC=CC=C1)C([C@H](C)[C@@H]1OCCCC1)=O (R)-1-phenyl-2-((R)-tetrahydro-2H-pyran-2-yl)propan-1-one